2-(4-Fluorophenyl)-3-[2-methyl-4-(1,3-thiazol-4-ylmethoxy)phenyl]-1,3-thiazolidin-4-one FC1=CC=C(C=C1)C1SCC(N1C1=C(C=C(C=C1)OCC=1N=CSC1)C)=O